dihydroxy-2,2'-bipyridine OC1=C(C(=NC=C1)C1=NC=CC=C1)O